N-(4-chloro-3-cyanobenzyl)propionamide ClC1=C(C=C(CNC(CC)=O)C=C1)C#N